3-(4,4-difluoro-3,3-dimethyl-3,4-dihydroisoquinoline-1-yl)-8-fluoroquinoline FC1(C(N=C(C2=CC=CC=C12)C=1C=NC2=C(C=CC=C2C1)F)(C)C)F